CN(C1=C(C=CC(=C1)C=1NC(C2=C(N1)NN=N2)=O)C2=CC=C(C=C2)C(=O)O)C 2'-(dimethylamino)-4'-(7-oxo-6,7-dihydro-3H-[1,2,3]triazolo[4,5-d]pyrimidin-5-yl)-[1,1'-biphenyl]-4-carboxylic acid